2-(3-(1,1-difluoroethyl)-4-fluorophenyl)-4,4,5,5-tetramethyl-1,3,2-dioxaborolane FC(C)(F)C=1C=C(C=CC1F)B1OC(C(O1)(C)C)(C)C